CC1C(COC1)N(C([O-])=O)C=1N=CC2=C(C(=C(C=C2C1)C1=C(C2=C(OCCN2)N=C1)CC)F)N 4-Methyltetrahydrofuran-3-yl(8-amino-6-(8-ethyl-2,3-dihydro-1H-pyrido[2,3-b][1,4]oxazin-7-yl)-7-fluoroisoquinolin-3-yl)carbamate